(R)-2-(4,4-difluoro-3-methylpiperidin-1-yl)-N-(2-sulfamoylpyridin-4-yl)-6-(trifluoromethyl)nicotinamide FC1([C@@H](CN(CC1)C1=C(C(=O)NC2=CC(=NC=C2)S(N)(=O)=O)C=CC(=N1)C(F)(F)F)C)F